FC(C1=CC=2C=NC(=NC2C2=C1N=NN2C(C)C)NC2CCN(CC2)S(=O)(=O)C(F)F)F 4-(difluoromethyl)-N-(1-((difluoromethyl)sulfonyl)piperidin-4-yl)-1-isopropyl-1H-[1,2,3]triazolo[4,5-h]quinazolin-8-amine